ClC=1C(=C(C=CC1)S(=O)(=O)NC1=CC(=C(C=C1)C1=NC(=C2C(=N1)NN=C2C)O[C@H]2[C@H](CNCC2)F)C)F chloro-2-fluoro-N-(4-(4-(((3S,4R)-3-fluoropiperidin-4-yl)oxy)-3-methyl-1H-pyrazolo[3,4-d]pyrimidin-6-yl)-3-methylphenyl)benzenesulfonamide